ClC=1C=C2CC[C@H](CC2=CC1)NS(=O)(=O)C1=CC(=C(N1)C)C(=O)OCC Ethyl (R)-5-(N-(6-chloro-1,2,3,4-tetrahydronaphthalen-2-yl)sulfamoyl)-2-methyl-1H-pyrrole-3-carboxylate